zirconium(IV) carboxyethyl acrylate C(C=C)(=O)OCCC(=O)O.[Zr+4]